[Si](=O)=O.[Ce] cerium-silicon dioxide